N-ethyl-N-(2-hydroxyethyl)-p-Phenylenediamine C(C)N(C1=CC=C(C=C1)N)CCO